BrCC1=CC=CC2=CC=CC=C12 1-(bromomethyl)naphthalene